C(C)(C)(C)N1[SiH2]CC[SiH2]N([SiH2]CC[SiH2]1)C(C)(C)C 1,6-di-tert-butyl-1,6-diaza-2,5,7,10-tetrasilacyclodecane